5-cyclopentylsulfinyl-1-[3-(4H-1,2,4-triazol-3-yl)phenyl]pyrrolo[2,3-b]pyridine tert-butyl-(R)-(1-(4-amino-7-bromopyrrolo[2,1-f][1,2,4]triazin-5-yl)piperidin-3-yl)carbamate C(C)(C)(C)N(C(O)=O)[C@H]1CN(CCC1)C=1C=C(N2N=CN=C(C21)N)Br.C2(CCCC2)S(=O)C=2C=C1C(=NC2)N(C=C1)C1=CC(=CC=C1)C1=NN=CN1